alpha-chloro(methyl)acrylic acid ClC(C(=O)O)=CC